N-(5-{3,6-dihydro-2H-[1,2'-bipyridin]-4-yl}-1H-indol-3-yl)propanamide N1(CCC(=CC1)C=1C=C2C(=CNC2=CC1)NC(CC)=O)C1=NC=CC=C1